O1C(CCCC1)C1=NNC=C1N tetrahydropyran-2-yl-pyrazol-4-amine